NC1=NC=CC=C1S(=O)(=O)NC(=O)C=1C(=NC(=CC1)C1=C(C=CC(=C1)OC)OC)N1C(C[C@@H](C1)C)(C)C N-[(2-Amino-3-pyridyl)sulfonyl]-6-(2,5-dimethoxyphenyl)-2-[(4S)-2,2,4-trimethylpyrrolidin-1-yl]pyridin-3-carboxamid